CN(C)CC1=CC=C(O1)B(O)O 5-((DIMETHYLAMINO)METHYL)FURAN-2-YLBORONIC ACID